BrCC(=O)C1=CC(=C(C=C1)F)Cl 2-bromo-1-(3-chloro-4-fluorophenyl)ethan-1-one